(4-bromophenyl) (methyl) thioether CSC1=CC=C(C=C1)Br